hexamercaptopurine SN1C2(N(C(N(C=C2N=C1)S)(S)S)S)S